O=C1C2=C(C3=CC=CC4=CC=CC1=C34)C(NC2=O)=O 1-oxo-1H-phenalene-2,3-dicarboximide